C(C(CO)OP(=O)([O-])[O-])O.[Ca+2] Glycerophosphate calcium